FC1=C2C3(C(N(C2=CC=C1)CC(F)(F)F)=O)CC3 4'-fluoro-1'-(2,2,2-trifluoroethyl)spiro[cyclopropane-1,3'-indolin]-2'-one